NC1=C2C(=NC=N1)N(N=C2C2=CC=C(CNC(C1=C(C=CC(=C1)F)OC)=O)C=C2)C=2C=NC(=CC2)C2CCN(CC2)C2=CC(=C(C=C2)C2C(NC(CC2)=O)=O)C N-(4-(4-amino-1-(6-(1-(4-(2,6-dioxopiperidin-3-yl)-3-methylphenyl)piperidin-4-yl)pyridin-3-yl)-1H-pyrazolo[3,4-d]pyrimidin-3-yl)benzyl)-5-fluoro-2-methoxybenzamide